[C@H]1([C@H](O)[C@@H](O)[C@@H](O)[C@H](O1)CO)CCC(=O)NCC(=O)N[C@@H](CC1=CC=CC=C1)C(=O)O 3-(α-D-Galactopyranosyl)propionyl-L-glycyl-L-phenylalanine